ClC1=CC(=C(C=C1C)S(=O)(=O)NC1=C(C(=C(C=C1)F)I)F)C 4-chloro-N-(2,4-difluoro-3-iodophenyl)-2,5-dimethylbenzenesulfonamide